ClC=1C=NN2C1N=C1C(=C2NCC2=CC=C(C=C2)S(=O)(=O)N)CCC12CCC2 4-(((3'-chloro-6',7'-dihydrospiro[cyclobutane-1,5'-cyclopenta[d]pyrazolo[1,5-a]pyrimidine]-8'-yl)amino)methyl)benzenesulfonamide